(butane-1,4-diylbis(oxy))bis(ethane-1,1-diyl) diacrylate C(C=C)(=O)OC(C)OCCCCOC(C)OC(C=C)=O